ClC=1C(=CC(=C(C1)C1=C(C2=NC=CC=C2N1)C=1N=C2C=C(C=NC2=CC1)C=1C=NN(C1)CCNC)F)F 2-[4-[6-[2-(5-chloro-2,4-difluoro-phenyl)-1H-pyrrolo[3,2-b]pyridin-3-yl]-1,5-naphthyridin-3-yl]pyrazol-1-yl]-N-methyl-ethanamine